2-methyl-5-(3-(difluoromethoxy)phenyl)-N-(1,2,4-thiadiazol-5-yl)furan-3-carboxamide CC=1OC(=CC1C(=O)NC1=NC=NS1)C1=CC(=CC=C1)OC(F)F